1,1-bis(3,5-dimethylphenyl)phosphanamine CC=1C=C(C=C(C1)C)P(N)C1=CC(=CC(=C1)C)C